3-(2,3-dimethyl-6-((2,2,2-trifluoroethoxy)methyl)phenyl)-2-iminothiazolidin-4-one CC1=C(C(=CC=C1C)COCC(F)(F)F)N1C(SCC1=O)=N